3,4-dibromo-1H-pyrazole BrC1=NNC=C1Br